3-[(4-fluorophenyl)carbamoyl]propanoic acid FC1=CC=C(C=C1)NC(=O)CCC(=O)O